3-(4-((R)-4-(4-(2,3-difluoro-4-(4,4,5,5-tetramethyl-1,3,2-dioxaborolan-2-yl)phenyl)piperazin-1-yl)-3,3-difluoropiperidin-1-yl)-3-fluorophenyl)piperidine-2,6-dione FC1=C(C=CC(=C1F)B1OC(C(O1)(C)C)(C)C)N1CCN(CC1)[C@H]1C(CN(CC1)C1=C(C=C(C=C1)C1C(NC(CC1)=O)=O)F)(F)F